1-(2-(methylamino)-5-(methylsulfonyl)benzoyl)-D-prolinamide CNC1=C(C(=O)N2[C@H](CCC2)C(=O)N)C=C(C=C1)S(=O)(=O)C